(2S,4R)-N-(4-(4-(2,3-dichlorophenyl)piperazin-1-yl)butyl)-4-hydroxypyrrolidine-2-carboxamide ClC1=C(C=CC=C1Cl)N1CCN(CC1)CCCCNC(=O)[C@H]1NC[C@@H](C1)O